ClC=1C=C(C=CC1C)NC(=O)C1=CC(=CC=2NC(=NC21)N(C)C)NC(=O)C2=C(C=CC(=C2)Cl)Cl N-(3-chloro-4-methylphenyl)-6-{[(2,5-dichlorophenyl)carbonyl]amino}-2-(dimethylamino)-1H-benzimidazole-4-carboxamide